OC1=C(C=C(C=C1)C1(C2=CC=CC=C2C=2C=CC=CC12)C1=CC(=C(C=C1)O)C1CCCCC1)C1CCCCC1 9,9-Bis(4-hydroxy-3-cyclohexylphenyl)fluorene